Z-8-DODECENYL ACETATE C(C)(=O)OCCCCCCC\C=C/CCC